(4-(5-chloro-2,4-dihydroxybenzoyl)piperazin-1-yl)ethanone ClC=1C(=CC(=C(C(=O)N2CCN(CC2)C(C)=O)C1)O)O